C1(=CC=C(C=C1)C(=O)OCCOCCOCCOC(=O)C1=CC=C(C=C1)C)C triethylene glycol di-p-toluate